(S)-5-chloro-N-(2,4-dimethoxybenzyl)-2-fluoro-4-((1-(naphthalen-2-yl)ethyl)amino)-N-(thiazol-2-yl)benzenesulfonamide ClC=1C(=CC(=C(C1)S(=O)(=O)N(C=1SC=CN1)CC1=C(C=C(C=C1)OC)OC)F)N[C@@H](C)C1=CC2=CC=CC=C2C=C1